4-(2-((6-methoxypyridin-3-yl)methyl)-2H-tetrazol-5-yl)benzenesulfonamide COC1=CC=C(C=N1)CN1N=C(N=N1)C1=CC=C(C=C1)S(=O)(=O)N